alpha-methylalanine CC(N)(C)C(=O)O